tert-butyl 2-(3-(2,6-dioxopiperidin-3-yl)-1H-indazol-1-yl)acetate O=C1NC(CCC1C1=NN(C2=CC=CC=C12)CC(=O)OC(C)(C)C)=O